ClC=1C(=C(N2N=C(N=CC21)N[C@H]2[C@@H](COCC2)O)C2(CCC2)CC)Cl (3S,4R)-4-((5,6-dichloro-7-(1-ethylcyclobutyl)pyrrolo[2,1-f][1,2,4]triazin-2-yl)amino)tetrahydro-2H-pyran-3-ol